C(OC=1C(=NOC1C)C1=CC=C(C=C1)Br)(OC)=O (3-(4-bromophenyl)-5-methylisoxazol-4-yl) methyl carbonate